(E,Z)-7,9-dodecadien-1-yl acetate C(C)(=O)OCCCCCC\C=C\C=C/CC